[Si](C1=CC=CC=C1)(C1=CC=CC=C1)(C(C)(C)C)OC[C@H]1[C@@H](C1)[C@@H](C/C=C/C(=O)OC(C)(C)C)OC tert-butyl (R,E)-5-((1R,2R)-2-(((tert-butyldiphenylsilyl)oxy)methyl)cyclopropyl)-5-methoxypent-2-enoate